FC(C1=CC=C(C=C1)N1N=C(C=2C1=CN=CC2)CNC(C=C)=O)(F)F N-((1-(4-(trifluoromethyl)phenyl)-1H-pyrazolo[3,4-c]pyridin-3-yl)methyl)acrylamide